tert-butyl (3r,5r)-1-(2-(4-cyano-1H-pyrazol-1-yl)-4-(4-fluorophenyl) cyclopentyl)-5-fluoropiperidin-3-ylcarbamate C(#N)C=1C=NN(C1)C1C(CC(C1)C1=CC=C(C=C1)F)N1C[C@@H](C[C@H](C1)F)NC(OC(C)(C)C)=O